O[C@@H](COC1=CC=C(C(=O)OCC2=CC=CC=C2)C=C1)CN1N=NN=C1 Benzyl (R)-4-(2-hydroxy-3-(1H-tetrazol-1-yl)propoxy)benzoate